3-[[(7S)-1-[6-[(1S)-1-(2,2-difluoro-1,3-benzodioxol-5-yl)ethoxy]-2-pyridinyl]-3-(trifluoromethyl)-4,5,6,7-tetrahydroindazol-7-yl]oxy]bicyclo[1.1.1]pentane-1-carboxylic acid FC1(OC2=C(O1)C=CC(=C2)[C@H](C)OC2=CC=CC(=N2)N2N=C(C=1CCC[C@@H](C21)OC21CC(C2)(C1)C(=O)O)C(F)(F)F)F